4-((11H-benzo[b]pyrido[4,3-f]azepin-11-yl)methyl)-N-hydroxybenzamide C1=NC=CC=2C=CC3=C(N(C21)CC2=CC=C(C(=O)NO)C=C2)C=CC=C3